4-({14-[2-(Methylamino)acetamido]-3,6,9,12-tetraoxatetradecan-1-yl}carbamoyl)-2-[4,7,10-tris(carboxymethyl)-1,4,7,10-tetraazacyclododecan-1-yl]butanoic acid TFA salt OC(=O)C(F)(F)F.CNCC(=O)NCCOCCOCCOCCOCCNC(=O)CCC(C(=O)O)N1CCN(CCN(CCN(CC1)CC(=O)O)CC(=O)O)CC(=O)O